OC1(CC(C1)C(=O)N1CC2(C1)C[C@@H](CC2)C2=CC(=C(C=C2)OC)C)C |r| (rac)-((1s,3s)-3-hydroxy-3-methylcyclobutyl)(6-(4-methoxy-3-methylphenyl)-2-azaspiro[3.4]oct-2-yl)methanone